NCC(CCC(=O)[O-])=O 5-AMINOLEVULINATE